lithium benzyl alcohol salt C(C1=CC=CC=C1)O.[Li]